S1C(=CC=C1)C1=C(C#N)C=CC=C1 2-(thiophenyl)benzonitrile